4-(2-hydroxypropan-2-yl)cyclohexane-1-carboxylic Acid OC(C)(C)C1CCC(CC1)C(=O)O